L-alanyl-isoglutamine N[C@@H](C)C(=O)N[C@@H](CCC(=O)O)C(N)=O